CC1=C(C(=C(C1([Hf]C1(C=CC2=CC=3CCCC3C=C12)CCCCCCCC)C)C)C)C pentamethylcyclopentadienyl(1-n-octyl-1,5,6,7-tetrahydro-s-indacenyl)hafnium